tert-Butyl 2-(3-Acetyl-6-(hex-5-en-1-yloxy)-5-(2-methylpyrimidin-5-yl)-1H-indazol-1-yl)acetate C(C)(=O)C1=NN(C2=CC(=C(C=C12)C=1C=NC(=NC1)C)OCCCCC=C)CC(=O)OC(C)(C)C